8-vinyltetracyclo[4.4.0.12,5.17,10]-dodec-3-ene C(=C)C1C2C3C4C=CC(C3C(C1)C2)C4